O1C=C(C2=C1C=CC=C2)C2=C[C@H](CNC2)C (R)-5-(benzofuran-3-yl)-3-methyl-1,2,3,6-tetrahydropyridine